1-phenylhydantoin C1(=CC=CC=C1)N1C(=O)NC(=O)C1